6-(4-bromo-2,6-dimethylphenyl)-3-chloro-4-(1-methylcyclopentyl)pyridazine BrC1=CC(=C(C(=C1)C)C1=CC(=C(N=N1)Cl)C1(CCCC1)C)C